BrC=1N=C(SC1C=O)C 4-bromo-2-methyl-1,3-thiazole-5-carbaldehyde